1-((5-bromo-2-(((cis)-3-hydroxy-3-methylcyclobutyl)amino)-3-(trifluoromethyl)phenyl)carbamoyl)cyclopropyl acetate C(C)(=O)OC1(CC1)C(NC1=C(C(=CC(=C1)Br)C(F)(F)F)NC1CC(C1)(C)O)=O